FC1(CCN(CC1)C1=NC(=CC(=N1)NC(C1=CN=C(C=C1N1CCC2(CC2)CC1)NS(=O)(=O)CCO)=O)C)F N-(2-(4,4-Difluoropiperidin-1-yl)-6-methylpyrimidin-4-yl)-6-((2-hydroxyethyl)sulfonamido)-4-(6-azaspiro[2.5]octan-6-yl)nicotinamide